C(C)(C)(C)OC(=O)N1CCN(CC1)C1=NC=NC2=CC(=C(C=C12)OC)C1=NC(=CC=C1C1CC1)N 4-[7-(6-Amino-3-cyclopropylpyridin-2-yl)-6-methoxyquinazolin-4-yl]piperazine-1-carboxylic acid tert-butyl ester